ClP1(N(P(N(P(=NPNPN1)(Cl)Cl)Cl)(Cl)(Cl)Cl)Cl)(Cl)Cl decachlorocyclopentaphosphazene